(1R,2S)-2-(Toluene-4-sulfonyl)-cyclopentanecarboxylic acid CC1=CC=C(C=C1)S(=O)(=O)[C@@H]1[C@H](CCC1)C(=O)O